ethyl 5,6,7,9-tetrahydro-[1,2,4]triazolo[1,5-a][1,4]diazepine-2,8-dicarboxylate N=1C(=NN2C1CN(CCC2)C(=O)[O-])C(=O)OCC